tert-butyl (2S,6R)-4-[8-[[2-(acetoxymethyl)-8-fluoro-imidazo[1,2-a]pyridin-6-yl]carbamoyl]-2-methoxy-quinazolin-5-yl]-2,6-dimethyl-piperazine-1-carboxylate C(C)(=O)OCC=1N=C2N(C=C(C=C2F)NC(=O)C=2C=CC(=C3C=NC(=NC23)OC)N2C[C@@H](N([C@@H](C2)C)C(=O)OC(C)(C)C)C)C1